(Z)-9-hexadecene-1-aldehyde C(CCCCCCC\C=C/CCCCCC)=O